N[C@@H](CCCCN)C(=O)NCC(=O)O L-lysylglycine